C(C)(=O)C1=CC=C(C[C@H](N)C(=O)O)C=C1 L-para-acetyl-phenylalanine